methyl (1S,3R)-2-(2-chloroacetyl)-1-(4-(prop-2-yn-1-yloxy)phenyl)-2,3,4,9-tetrahydro-1H-pyrido[3,4-b]indole-3-carboxylate ClCC(=O)N1[C@H](C=2NC3=CC=CC=C3C2C[C@@H]1C(=O)OC)C1=CC=C(C=C1)OCC#C